ClC=1C(=C(C=C(C1F)C(C=C)O)S(=O)(=O)NC1=C(C=C(C(=C1)C1=C(C=C(C=C1)F)C=C)F)OC)OC 3-Chloro-4-fluoro-N-[4-fluoro-5-(4-fluoro-2-vinyl-phenyl)-2-methoxy-phenyl]-5-(1-hydroxyallyl)-2-methoxy-benzenesulfonamide